3,4,5-trimethoxyaniline 3-Hydroxypropyl-2-((4-((R)-4-(3-chlorophenyl)-3-methylpiperazine-1-carbonyl)-2-nitrophenyl)sulfinyl)acetate OCCCOC(CS(=O)C1=C(C=C(C=C1)C(=O)N1C[C@H](N(CC1)C1=CC(=CC=C1)Cl)C)[N+](=O)[O-])=O.COC=1C=C(N)C=C(C1OC)OC